O=C1NC(CCC1N1C(C2=CC=CC(=C2C1=O)NCCCC(=O)N(C)C1=CC=C(C=C1)NC(CCCCCCC(=O)NO)=O)=O)=O N1-(4-(4-((2-(2,6-dioxopiperidin-3-yl)-1,3-dioxoisoindolin-4-yl)amino)-N-methylbutanamido)phenyl)-N8-hydroxyoctanediamide